COCOC([C@@H](CC1=CC(=C(C=C1)OCOC)I)NC(=O)OC(C)(C)C)=O methoxymethyl-(R)-2-((tert-butoxycarbonyl)amino)-3-(3-iodo-4-(methoxymethoxy)phenyl)propanoate